5-(benzylthio)-7-chloro-3-(trimethylstannyl)pyrazolo[1,5-a]pyridine C(C1=CC=CC=C1)SC1=CC=2N(C(=C1)Cl)N=CC2[Sn](C)(C)C